tert-butyl 3-[3-[2-(2,6-dioxo-3-piperidyl)-1,3-dioxo-isoindolin-4-yl]propoxy]propanoate O=C1NC(CCC1N1C(C2=CC=CC(=C2C1=O)CCCOCCC(=O)OC(C)(C)C)=O)=O